FC1=C2C(=NC(N(C2=CC=C1F)C([2H])([2H])[2H])=O)N1CCOCC2=C1C=CC=C2C#CC(C#N)(C)C 4-[1-[5,6-difluoro-2-oxo-1-(trideuteriomethyl)quinazolin-4-yl]-3,5-dihydro-2H-4,1-benzoxazepin-6-yl]-2,2-dimethyl-but-3-ynenitrile